S1C(=NC=C1)C=1C=C(C=CC1)C(C)N 1-(3-(thiazol-2-yl)phenyl)ethylamine